C12COCC(CC1)N2N 3-oxa-8-azabicyclo[3.2.1]octan-8-amine